(R)-N-(8-methoxy-2-methylimidazo[1,2-a]pyrazin-6-yl)-4-(3-methylpiperazin-1-yl)-2,3-dihydro-1H-pyrrolo[2,3-b]pyridine-1-carboxamide formate C(=O)O.COC=1C=2N(C=C(N1)NC(=O)N1CCC=3C1=NC=CC3N3C[C@H](NCC3)C)C=C(N2)C